C1(CCC1)CNCC=1NC2=CC(=CC=C2C1)CNC(=O)C=1N=C(C=2N(C1)N=CC2)N2CCOCC2 N-((2-(((cyclobutylmethyl)amino)methyl)-1H-indol-6-yl)methyl)-4-morpholinylpyrazolo[1,5-a]pyrazine-6-carboxamide